BrC1=CC=2C3=C(C=NC2C=C1F)N(C(C31CN(C1)C1CCN(CC1)C)=O)C 8'-Bromo-7'-fluoro-3'-methyl-1-(1-methylpiperidin-4-yl)spiro[azetidine-3,1'-pyrrolo[2,3-c]quinolin]-2'(3'H)-one